2-[4-(1,3-benzoxazol-2-yl)-5-hydroxy-1-methyl-6-oxopyrimidin-2-yl]-1-phenyl-3,4-dihydro-1H-isoquinoline-6-carboxylic acid O1C(=NC2=C1C=CC=C2)C=2N=C(N(C(C2O)=O)C)N2C(C1=CC=C(C=C1CC2)C(=O)O)C2=CC=CC=C2